FC(CN1C(=NC2=C1C=C(C=C2F)C=2C=CN1N=C(N=C(C12)OC)NC1CC(C1)(C)NC(C)=O)C)F N-((1s,3s)-3-((5-(1-(2,2-difluoroethyl)-4-fluoro-2-methyl-1H-benzo[d]imidazol-6-yl)-4-methoxypyrrolo[2,1-f][1,2,4]triazin-2-yl)amino)-1-methylcyclobutyl)acetamide